N-[3-hydroxy-5-[(S)-hydroxy(phenyl)methyl]phenyl]-N-methylprop-2-enamide OC=1C=C(C=C(C1)[C@H](C1=CC=CC=C1)O)N(C(C=C)=O)C